tert-butyl (S)-3-(3-cyanobenzamido)piperidine-1-carboxylate C(#N)C=1C=C(C(=O)N[C@@H]2CN(CCC2)C(=O)OC(C)(C)C)C=CC1